COC1=CC=C(C=C1)CN1N=C2N(C=C(C=C2)N2C(CN(CC2)C(C=C)=O)=O)C1=O 2-[(4-methoxyphenyl)methyl]-6-(2-oxo-4-prop-2-enoyl-piperazin-1-yl)-[1,2,4]triazolo[4,3-a]pyridin-3-one